Cl.ClC1=C(C(=O)NC=2C(=NNC2)C(=O)NC2CCNCC2)C(=CC=C1)Cl 4-(2,6-Dichlorobenzoyl-amino)-N-(piperidin-4-yl)-1H-pyrazole-3-carboxamide hydrochloride